ClC=1C=C(C(=O)N2CC(CC3=CC(=CC=C23)C(C(=O)NC2=CC=C(C=C2)Cl)C)F)C=CC1 2-(1-(3-chlorobenzoyl)-3-fluoro-1,2,3,4-tetrahydroquinolin-6-yl)-N-(4-chlorophenyl)propanamide